NC1=NC=C(C(=N1)OC)C#CC=1C=C(C(=O)O)C=CC1OC(F)F 3-[(2-Amino-4-methoxypyrimidin-5-yl)ethynyl]-4-(difluoromethoxy)benzoic acid